3-bromo-4-methylbenzonitrile BrC=1C=C(C#N)C=CC1C